N-[(1S)-1-benzyl-1,3-dimethyl-but-3-enyl]-7,8-difluoro-quinoline-3-carboxamide C(C1=CC=CC=C1)[C@@](CC(=C)C)(C)NC(=O)C=1C=NC2=C(C(=CC=C2C1)F)F